ClC=1C=NC=C(C1[C@@H](C)OC=1C=C2C(=NNC2=CC1)C=1C=CC(=NC1)N1CCN(CC1)C(=O)N(C)C)Cl 4-[5-[5-[(1R)-1-(3,5-dichloro-4-pyridyl)ethoxy]-1H-indazol-3-yl]-2-pyridyl]-N,N-dimethyl-piperazine-1-carboxamide